O=C1N(C(C=C1)=O)CCN1CCN(CC1)C(CCOCCOCCOCCOCCC(=O)OC1=C(C(=C(C(=C1F)F)F)F)F)=O (2,3,4,5,6-pentafluorophenyl) 3-[2-[2-[2-[3-[4-[2-(2,5-dioxopyrrol-1-yl)ethyl]piperazin-1-yl]-3-oxo-propoxy]ethoxy]ethoxy]ethoxy]propanoate